2-(3-bromo-4-methylphenyl)-N-methoxy-N-methylacetamide BrC=1C=C(C=CC1C)CC(=O)N(C)OC